N=1ON=C2C1C=CC(=C2)C2=NN(C(=C2C(=O)N)C(F)(F)F)C2=C1C=CNC(C1=CC=C2)=C=O (benzo[c][1,2,5]oxadiazol-5-yl)-1-(1-carbonyl-1,2-dihydroisoquinolin-5-yl)-5-(trifluoromethyl)-1H-pyrazole-4-carboxamide